C(CC1=CC=CC=C1)NC(=O)C1=CC2=C(NC(=N2)C2=CC(=CC=C2)O)C=C1 2-(3-hydroxy-phenyl)-1H-benzimidazole-5-carboxylic acid phenethyl-amide